ClC=1C=C(C=NC1)C1=CC(=C(C=C1)NC(C(CC)C1=NC(=NC=C1)NS(=O)(=O)C1CC1)=O)F N-(4-(5-chloropyridin-3-yl)-2-fluorophenyl)-2-(2-(cyclopropanesulfonamido)pyrimidin-4-yl)butanamide